N-[4-methyl-3-(4,4,5,5-tetramethyl-1,3,2-dioxaborolan-2-yl)phenyl]-3-(2,2,2-trifluoroethyl)-2,5-dihydropyrrole-1-carboxamide CC1=C(C=C(C=C1)NC(=O)N1CC(=CC1)CC(F)(F)F)B1OC(C(O1)(C)C)(C)C